OC=1C=C2CCN(CC2=CC1O)C=O 6,7-dihydroxy-3,4-dihydroisoquinoline-2(1H)-carbaldehyde